(1S,2S)-2-(3-chlorophenyl)-N-(6-(((6-cyclopropyl-8-(2-oxo-3-tritylimidazolidin-1-yl)imidazo[1,2-a]pyridin-2-yl)methyl)amino)pyrimidin-4-yl)cyclopropane-1-carboxamide ClC=1C=C(C=CC1)[C@@H]1[C@H](C1)C(=O)NC1=NC=NC(=C1)NCC=1N=C2N(C=C(C=C2N2C(N(CC2)C(C2=CC=CC=C2)(C2=CC=CC=C2)C2=CC=CC=C2)=O)C2CC2)C1